OCCCN1N=NC(=C1)CN(CC=1N=NN(C1)CCCO)CC=1N=NN(C1)CCCO tris[(1-(3-hydroxypropyl)-1H-1,2,3-triazol-4-yl)methyl]amine